5-[1-(2-Fluoro-6-trifluoromethoxyphenyl)-piperidin-4-yl]-2-methyl-7-(2-trifluoromethyl-benzyl)-2,4,5,7-tetrahydro-pyrazolo[3,4-d]pyrimidin-6-one FC1=C(C(=CC=C1)OC(F)(F)F)N1CCC(CC1)N1C(N(C=2C(C1)=CN(N2)C)CC2=C(C=CC=C2)C(F)(F)F)=O